C(C1=CC=CC=C1)OCCOCCOCCOC=1C=C2C(=CN1)N(N=C2C=2C=NN(C2)COCC[Si](C)(C)C)C2OCCCC2 2-[[4-[5-[2-[2-(2-benzyloxyethoxy)ethoxy]ethoxy]-1-tetrahydropyran-2-yl-pyrazolo[3,4-c]pyridin-3-yl]pyrazol-1-yl]methoxy]ethyl-trimethyl-silane